3-((2-(methylthio)pyrimidin-4-yl)oxy)pyrrolidin CSC1=NC=CC(=N1)OC1CNCC1